O=C1C2CN(C(C1)CC2)C(=O)N2CC1=C(C=C(C=C1CC2)C=2C=C1C(=NC2)NC=C1C)[C@H]1NCCOC1 (2-oxo-5-azabicyclo[2.2.2]octane-5-yl)(6-(3-methyl-1H-pyrrolo[2,3-b]pyridin-5-yl)-8-((R)-morpholin-3-yl)-3,4-dihydroisoquinolin-2(1H)-yl)methanone